3-ethyl-5-(3-methylpyridin-2-ylmethyl)-4-oxo-4,5,6,7-tetrahydropyrazolo[1,5-a]pyrazine-2-carboxylic acid (5-cyclopropyl-[1,3,4]thiadiazol-2-yl)amide C1(CC1)C1=NN=C(S1)NC(=O)C1=NN2C(C(N(CC2)CC2=NC=CC=C2C)=O)=C1CC